(S)-4-((dimethylamino)methyl)-N'-((1,2,3,5,6,7-hexahydrodicyclopenta[b,e]pyridin-8-yl)carbamoyl)benzenesulfonimidamide CN(C)CC1=CC=C(C=C1)[S@](=O)(N)=NC(NC1=C2C(=NC3=C1CCC3)CCC2)=O